OCCC1=C(C=C(C=C1OC)C)NC(C(C)(C)C)=O N-(2-(2-hydroxyethyl)-3-methoxy-5-methylphenyl)pivaloamide